methyl 2-(5-((tert-butyldimethylsilyl)oxy)pyridin-2-yl)acetate [Si](C)(C)(C(C)(C)C)OC=1C=CC(=NC1)CC(=O)OC